P(=S)(SOC)(OOC)[O-] dimethoxy dithiophosphate